ClC1=C(C=C(C=C1)NC(=O)NC1=CC=C(C=C1)OC)CC1=CC=C(C=C1)O[C@H]1COCC1 (R)-1-{4-chloro-3-{4-[(tetrahydrofuran-3-yl)oxy]benzyl}phenyl}-3-(4-methoxyphenyl)urea